Xylylthiole C1(=C(C(=CC=C1)C)C)C=1SC=CC1